2-[(6-bromo-3-cyano-4-quinolyl)amino]Benzoic acid BrC=1C=C2C(=C(C=NC2=CC1)C#N)NC1=C(C(=O)O)C=CC=C1